N1N=CC2=CC3=C(C=C12)NC(=N3)C3=CC=C(C(=O)N1[C@@H](CCC1)C(=O)N1[C@@H](CCC1)C(=O)NC1=CC=C(C=C1)C=1NC2=C(C=C4C=NNC4=C2)N1)C=C3 (S)-1-((4-(1,7-dihydroimidazo[4,5-f]indazol-6-yl)benzoyl)-L-prolyl)-N-(4-(1,7-dihydroimidazo[4,5-f]indazol-6-yl)phenyl)pyrrolidine-2-carboxamide